C(C)C1=C(C=C(C(=O)O)C=C1)S(NC1=C(C=CC(=C1)N1N=NN=C1)N1CC(C1)(C)O)(=O)=O 4-Ethyl-3-(N-(2-(3-hydroxy-3-methylazetidin-1-yl)-5-(tetrazol-1-yl)phenyl)sulfamoyl)benzoic acid